DIMETHYLPYRAZOLE PHOSPHATE P(=O)(O)(O)O.CC1=CC(=NN1)C